C[C@@H]1N(C[C@H](N(C1)[C@@H](C)C=1C=C2N=CC=NC2=CC1)C)C=1C=2C(N(C(C1OC)=O)C)=CN(N2)C2OCCCC2 7-((2S,5r)-2,5-dimethyl-4-((S)-1-(quinoxalin-6-yl)ethyl)piperazin-1-yl)-6-methoxy-4-methyl-2-(tetrahydro-2H-pyran-2-yl)-2,4-dihydro-5H-pyrazolo[4,3-b]pyridin-5-one